5-(4-{4-[4-(trifluoromethyl)phenoxy]benzoyl}piperazin-1-yl)pyridin-2-amine FC(C1=CC=C(OC2=CC=C(C(=O)N3CCN(CC3)C=3C=CC(=NC3)N)C=C2)C=C1)(F)F